(4-fluoro-3-(2-(5-((2-methylpyrimidin-5-yl)amino)-1H-pyrazol-3-yl)ethyl)phenyl)-3-(trifluoromethyl)benzamide FC1=C(C=C(C=C1)C1=C(C(=O)N)C=CC=C1C(F)(F)F)CCC1=NNC(=C1)NC=1C=NC(=NC1)C